NCC(CS(=O)(=O)O)O 3-amino-2-hydroxypropanesulfonic acid